2,5-DIFLUOROPYRIDINE-4-CARBOXALDEHYDE FC1=NC=C(C(=C1)C=O)F